THIENO[2,3-B]PYRIDIN-2-YLBORONIC ACID S1C(=CC=2C1=NC=CC2)B(O)O